COC(CCCCCCCCCCCCCCC[SiH3])(OC)OC TRIMETHOXYHEXADECYLSILAN